((2S,5R)-4-((S)-1-(4-(Difluoromethoxy)phenyl)-2-methylpropyl)-5-ethyl-2-methylpiperazin-1-yl)-2-methyl-1-(((S)-tetrahydrofuran-2-yl)methyl)-1H-[1,2,4]triazolo[3,4-b]purine FC(OC1=CC=C(C=C1)[C@H](C(C)C)N1C[C@@H](N(C[C@H]1CC)C=1C=2N=C(N(C2N2C(N1)=NN=C2)C[C@H]2OCCC2)C)C)F